Boc-3-cyano-L-phenylalanine C(=O)(OC(C)(C)C)N[C@@H](CC1=CC(=CC=C1)C#N)C(=O)O